1,4-bis((2-hexyl)decyloxy)-2,5-dibromomethylbenzene CC(CCCC)CCCCCCCCCCOC1=C(C=C(C(=C1)CBr)OCCCCCCCCCCC(C)CCCC)CBr